FC1(C(NC2=C(O1)C=C(C(=C2)C2=C(C(=C(C(=C2F)F)C(F)(F)F)F)F)F)=O)F 2,2,7-trifluoro-3-oxo-6-(2,3,5,6-tetrafluoro-4-(trifluoromethyl)phenyl)-2,3-dihydro-4H-benzo[b][1,4]oxazin